C(CCCCCCCCCCCCCCCCCCC)(=O)OC1=CC=C(C=C1)COC(=O)OC[C@]1(O[C@H](C[C@@H]1O)N1C2=NC(=NC(=C2N=C1)N)F)C#C 4-((((((2R,3S,5R)-5-(6-amino-2-fluoro-9H-purin-9-yl)-2-ethynyl-3-hydroxytetrahydrofuran-2-yl)methoxy)carbonyl)oxy)methyl)phenyl icosanoate